4-cyano-4'-dodecyloxy-4'-cyclohexyl-biphenyl C(#N)C1=CC=C(C=C1)C1=CCC(C=C1)(C1CCCCC1)OCCCCCCCCCCCC